O\N=C\C=1C=C2COC3(C2=CC1)CN(C3)C(=O)OC(C)(C)C Tert-butyl (E)-5'-((hydroxyimino)methyl)-3'H-spiro[azetidine-3,1'-isobenzofuran]-1-carboxylate